O=C1NC(CCC1N1C(C2=CC=CC(=C2C1=O)OCCCCCN1CCN(CC1)C1=NC=C(C=C1)NC1=NN2C(C=N1)=CC=C2C2=CC=NC=C2)=O)=O 2-(2,6-dioxopiperidin-3-yl)-4-((5-(4-(5-((7-(pyridin-4-yl)pyrrolo[2,1-f][1,2,4]triazin-2-yl)amino)pyridin-2-yl)piperazin-1-yl)pentyl)oxy)isoindolin-1,3-dione